CP1(C=CCC1)=O 1-methyl-2-phospholene-1-oxide